(E)-N-(4-(1-(6-(4-(4-(5-((2-(2,6-dioxopiperidin-3-yl)-1,3-dioxoisoindolin-4-yl)oxy)pentanoyl)piperazin-1-yl)piperidin-1-yl)nicotinoyl)piperidin-4-yl)butyl)-3-(pyridin-3-yl)acrylamide O=C1NC(CCC1N1C(C2=CC=CC(=C2C1=O)OCCCCC(=O)N1CCN(CC1)C1CCN(CC1)C1=NC=C(C(=O)N2CCC(CC2)CCCCNC(\C=C\C=2C=NC=CC2)=O)C=C1)=O)=O